magnesium-calcium fluoride [F-].[Ca+2].[Mg+2].[F-].[F-].[F-]